(3aR,6aR)-1-(3-chloro-4-morpholinobenzoyl)hexahydropyrrolo[3,4-b]pyrrole-5(1H)-carbonitrile ClC=1C=C(C(=O)N2[C@@H]3[C@H](CC2)CN(C3)C#N)C=CC1N1CCOCC1